(1S,3R,5R)-1-(5-cyanopyrimidin-2-yl)-N-(3-(5-fluoropyrimidin-2-yl)-4-methylphenyl)-3-methyl-6-azabicyclo[3.1.1]heptane-6-carboxamide C(#N)C=1C=NC(=NC1)[C@@]12C[C@@H](C[C@@H](N1C(=O)NC1=CC(=C(C=C1)C)C1=NC=C(C=N1)F)C2)C